1-(fluorosulfonyl)-3-methyl-1H-imidazole trifluoromethanesulfonate FC(S(=O)(=O)O)(F)F.FS(=O)(=O)N1CN(C=C1)C